N-((1S,2R,3S,4R)-3-((4-Fluoro-3-(trifluoromethyl)phenyl)carbamoyl)bicyclo[2.2.1]heptan-2-yl)-6-methoxy-2-(7-oxa-2-azaspiro[3.5]nonan-2-yl)benzo[d]thiazole-7-carboxamide FC1=C(C=C(C=C1)NC(=O)[C@@H]1[C@@H]([C@H]2CC[C@@H]1C2)NC(=O)C2=C(C=CC=1N=C(SC12)N1CC2(C1)CCOCC2)OC)C(F)(F)F